3-(4,4-difluoropyrrolidin-3-yl)-8-fluoro-2-(4-methoxybenzyl)isoquinolin-1(2H)-one FC1(C(CNC1)C=1N(C(C2=C(C=CC=C2C1)F)=O)CC1=CC=C(C=C1)OC)F